ClC=1C=C(C=CC1F)C=1C=CN2C1C(N(C=C2C)CC(=O)N2CC(C2)(F)CC)=O 8-(3-chloro-4-fluorophenyl)-2-(2-(3-ethyl-3-fluoroazetidin-1-yl)-2-oxoethyl)-4-methylpyrrolo[1,2-a]pyrazin-1(2H)-one